N-allyl-5-((2-amino-3-fluoropyridin-4-yl)methyl)-3,4-difluoro-2-((2-fluoro-4-vinylphenyl)amino)benzamide C(C=C)NC(C1=C(C(=C(C(=C1)CC1=C(C(=NC=C1)N)F)F)F)NC1=C(C=C(C=C1)C=C)F)=O